COCN1C(=NC(=C1)C(F)(F)F)C1=CC=C(C=C1)CN (4-(1-(methoxymethyl)-4-(trifluoromethyl)-1H-imidazol-2-yl)phenyl)methanamine